((6-(difluoromethyl)pyridazin-3-yl)amino)-N-(methyl-d3)-4-((3-(methylsulfonyl)pyridin-2-yl)amino)pyridazin-3-carboxamide FC(C1=CC=C(N=N1)NC=1C(=C(N=NC1)C(=O)NC([2H])([2H])[2H])NC1=NC=CC=C1S(=O)(=O)C)F